CN1C([C@H](COC2=C1C=CC=C2)NC(=O)C2=NNC=1CC[C@@H](CC21)C(F)(F)F)=O (5S)-N-[(3S)-5-methyl-4-oxo-2,3-dihydro-1,5-benzoxazepine-3-yl]-5-(trifluoromethyl)-4,5,6,7-tetrahydro-1H-indazole-3-carboxamide